(R)-N-(4-(1-(1-(4-cyclopropylbenzyl)-2-oxopyrrolidin-3-yl)piperidin-4-yl)phenyl)methanesulfonamide C1(CC1)C1=CC=C(CN2C([C@@H](CC2)N2CCC(CC2)C2=CC=C(C=C2)NS(=O)(=O)C)=O)C=C1